Sodium 4-(3-(benzyloxy)phenyl)-3-(7-chloroimidazo[1,2-a]pyridin-2-yl)-5-thioxo-4,5-dihydro-1,2,4-triazol-1-ide C(C1=CC=CC=C1)OC=1C=C(C=CC1)N1C(=N[N-]C1=S)C=1N=C2N(C=CC(=C2)Cl)C1.[Na+]